C1(CCCCC1)C=1NC2=C(C=CC(=C2C1C=O)F)F 2-CYCLOHEXYL-4,7-DIFLUORO-1H-INDOLE-3-CARBOXALDEHYDE